5-Nitro-6-((trimethylsilyl)ethynyl)nicotinic acid methyl ester COC(C1=CN=C(C(=C1)[N+](=O)[O-])C#C[Si](C)(C)C)=O